methyl 3-(1-(6-bromo-1-methyl-1H-indazol-3-yl)ureido)propanoate BrC1=CC=C2C(=NN(C2=C1)C)N(C(=O)N)CCC(=O)OC